[N+](=O)([O-])C1=CC=C(C=C1)N1CC(CC1=O)COCCNC(OC(C)(C)C)=O tert-butyl (2-((1-(4-nitrophenyl)-5-oxopyrrolidin-3-yl) methoxy)ethyl)carbamate